FC=1C=C(C=CC1)C1=NOC(=N1)C(CS(=O)(=O)C)N 1-[3-(3-fluorophenyl)-1,2,4-oxadiazol-5-yl]-2-methylsulfonyl-ethanamine